The molecule is a benzenesulfonate resulting from the deprotonation of both the carboxy group and the sulfo group of 4-carboxy-4'-sulfoazobenzene; the major species at pH 7.3. It is a member of benzenesulfonates, a monocarboxylic acid anion and a member of azobenzenes. It is a conjugate base of a 4-carboxy-4'-sulfoazobenzene. C1=CC(=CC=C1C(=O)[O-])N=NC2=CC=C(C=C2)S(=O)(=O)[O-]